C(CCCN)CCCN=C(N)N The molecule is a member of the class of guanidines in which the imino hydrogen of guanidine itself has been replaced by a 7-aminoheptyl group. It is an inhibitor of deoxyhypusine synthase activity (GO:0034038). It has a role as an EC 2.5.1.46 (deoxyhypusine synthase) inhibitor and an antineoplastic agent. It is a member of guanidines and a primary amino compound.